C1(CCC1)C(=O)N1CC2=C(CC1)SC(=C2)C2=NOC(=N2)C(F)(F)F cyclobutyl(2-(5-(trifluoromethyl)-1,2,4-oxadiazol-3-yl)-6,7-dihydrothieno[3,2-c]pyridin-5(4H)-yl)methanone